tert-Butyl 4-((6-(2-(dimethylamino)ethoxy)pyridin-3-yl)oxy)piperidine-1-carboxylate CN(CCOC1=CC=C(C=N1)OC1CCN(CC1)C(=O)OC(C)(C)C)C